C(C)(C)(C)OC(NC1(CC1)C1=C2C=CC=NC2=CC=C1)=O tert-butyl(1-(quinolin-5-yl)cyclopropyl)carbamate